The molecule is indoline substituted with hydroxy groups at C-5 and -6 and a carboxy group at C-2, and with S stereochemistry at C-2. It has a role as a metabolite. It is a member of indoles and a hydroxy monocarboxylic acid. C1[C@H](NC2=CC(=C(C=C21)O)O)C(=O)O